FC1=C(C(=O)N[C@H](C(=O)O)C(C)(C)C)C=CC(=C1)C=1C=NC=2N(N1)C(=CN2)CC=2C=C1C=CC=NC1=CC2 (2S)-2-(2-Fluoro-4-[7-(quinolin-6-ylmethyl)imidazo[1,2-b][1,2,4]triazin-2-yl]benzoylamino)-3,3-dimethylbutanoic Acid